methyl 3-bromo-6H-thieno[2,3-b]pyrrole-5-carboxylate BrC1=CSC=2NC(=CC21)C(=O)OC